C1=C2N(CN=N1)CCC2=O Pyrrolo[1,2-d][1,2,4]Triazin-8(7H)-one